3-(difluoromethyl)-N-(2-(1-(2-(4-(4-((2,6-dioxopiperidin-3-yl)amino)phenyl)piperidin-1-yl)-2-oxoethyl)piperidin-4-yl)-7-isopropoxyimidazo[1,2-a]pyridin-6-yl)benzamide FC(C=1C=C(C(=O)NC=2C(=CC=3N(C2)C=C(N3)C3CCN(CC3)CC(=O)N3CCC(CC3)C3=CC=C(C=C3)NC3C(NC(CC3)=O)=O)OC(C)C)C=CC1)F